N1(CCCC2=CC=CC=C12)C(C)=O 1-(3,4-dihydroquinolin-1(2H)-yl)ethan-1-one